CC1(N(CCN(C1)C=1C=NC=NC1)C(=O)O)C.C(C)(C)(C)C1C(N(CCN1C=1C=NC=NC1)C(=O)NCCCCC1=CC=CC=C1)(C)C tert-butyl-2,2-dimethyl-N-(4-phenylbutyl)-4-pyrimidin-5-yl-piperazine-1-carboxamide 2,2-dimethyl-4-pyrimidin-5-yl-piperazine-1-carboxylate